CN1N=C2C(=C1)[C@@H](OC2)[C@H]2O[C@H]([C@@H]([C@@H]2O)O)N2C=CC1=C2N=CN=C1C (2S,3S,4R,5R)-2-((R)-2-methyl-2,6-dihydro-4H-furo[3,4-c]pyrazol-4-yl)-5-(4-methyl-7H-pyrrolo[2,3-d]pyrimidin-7-yl)tetrahydrofuran-3,4-diol